2-[[(1R)-1-[2-(2-Benzylindazol-5-yl)-3,6-dimethyl-4-oxo-chromen-8-yl]ethyl]amino]benzoic acid C(C1=CC=CC=C1)N1N=C2C=CC(=CC2=C1)C=1OC2=C(C=C(C=C2C(C1C)=O)C)[C@@H](C)NC1=C(C(=O)O)C=CC=C1